Cl.NCCC(=O)OC(C)(C)C TERT-BUTYL 3-AMINOPROPANOATE HYDROCHLORIDE